2-carboxymethoxythioxanthone sodium salt [Na+].C(=O)([O-])COC1=CC=2C(C3=CC=CC=C3SC2C=C1)=O